C(C)(C)(C)OC(=O)N1C[C@H]([C@@H](CC1)SCC1=NC2=CC(=CC(=C2C(N1)=O)F)NC1CCCC1)F trans-4-(((7-(cyclopentylamino)-5-fluoro-4-oxo-3,4-dihydroquinazolin-2-yl)methyl)thio)-3-fluoropiperidine-1-carboxylic acid tert-butyl ester